1-((2S,5R)-5-(4-((3-fluorophenyl)amino)-6-(pyridin-3-yl)pyrimidin-2-yl)-2-methylpiperidin-1-yl)ethan-1-one FC=1C=C(C=CC1)NC1=NC(=NC(=C1)C=1C=NC=CC1)[C@@H]1CC[C@@H](N(C1)C(C)=O)C